The molecule is an aminophenol that is one of three amino derivatives of phenol which has the single amino substituent located meta to the phenolic -OH group. C1=CC(=CC(=C1)O)N